(S)-2-((((9H-fluoren-9-yl)methoxy)carbonyl)amino)-5-((S)-2-cyano-4,4-difluoropyrrolidin-1-yl)-5-oxopentanoic acid C1=CC=CC=2C3=CC=CC=C3C(C12)COC(=O)N[C@H](C(=O)O)CCC(=O)N1[C@@H](CC(C1)(F)F)C#N